C(C)(C)(C)OC(N[C@@H](C)C1=CC=C(C=C1)N1C(=NC=C1)C)=O (S)-(1-(4-(2-methyl-1H-imidazol-1-yl)phenyl)ethyl)carbamic acid tert-butyl ester